N-(1-{4-[3-(propan-2-yl)-[1,2,4]triazolo[4,3-a]pyridin-6-yl]benzenesulfonyl}piperidin-4-yl)-4-(trifluoromethoxy)pyridin-2-amine CC(C)C1=NN=C2N1C=C(C=C2)C2=CC=C(C=C2)S(=O)(=O)N2CCC(CC2)NC2=NC=CC(=C2)OC(F)(F)F